[1,1'-binaphthyl]-2,2'-diylbis(4-((4-(hexyloxy) benzoyl) oxy) benzoate) C1(=C(C=CC2=CC=CC=C12)C1(C(=O)[O-])CC=C(C=C1)OC(C1=CC=C(C=C1)OCCCCCC)=O)C1=C(C=CC2=CC=CC=C12)C1(C(=O)[O-])CC=C(C=C1)OC(C1=CC=C(C=C1)OCCCCCC)=O